C1(=CC=CC2=CC=CC=C12)C=1C=C(C=CC1)Cl 3-(1-naphthyl)chlorobenzene